(S)-2-phenyl-1-(2-(3-(3-phenylpropyl)-1,2,4-oxadiazol-5-yl)piperidin-1-yl)hexane-1-one C1(=CC=CC=C1)[C@@H](C(=O)N1C(CCCC1)C1=NC(=NO1)CCCC1=CC=CC=C1)CCCC